methyl (2S)-3-(3-(1-bromo-8-((2-((tert-butyldiphenylsilyl)oxy) ethyl)sulfonyl)-3,7,7-trimethyl-2-oxooctan-3-yl)phenyl)-2-methylpropanoate BrCC(C(CCCC(CS(=O)(=O)CCO[Si](C1=CC=CC=C1)(C1=CC=CC=C1)C(C)(C)C)(C)C)(C)C=1C=C(C=CC1)C[C@@H](C(=O)OC)C)=O